benzyl (3-(3-chloro-2-methylphenyl)-3-hydroxycyclobutyl)carbamate ClC=1C(=C(C=CC1)C1(CC(C1)NC(OCC1=CC=CC=C1)=O)O)C